COC(=O)C1=C(NC(=C1C)C=O)CC 4-methyl-2-ethyl-5-formyl-1H-pyrrole-3-carboxylic acid methyl ester